ClC1=CC2=C(NC(=N2)CC#N)C=C1Cl 2-(5,6-dichloro-1H-benzo[d]imidazol-2-yl)acetonitrile